O=C1OC2=CC(=CC=C2C2=C1CCCCC2)NS([O-])(=O)=O (6-oxo-8,9,10,11-tetrahydro-7H-cyclohepta[c]chromen-3-yl)sulfamate